3-(Ethylsulfonyl)-5-(4-fluorophenyl)-N'-hydroxy-N-(5-(trifluoromethyl)pyridin-2-yl)picolinimidamide C(C)S(=O)(=O)C=1C(=NC=C(C1)C1=CC=C(C=C1)F)C(NC1=NC=C(C=C1)C(F)(F)F)=NO